acetophenone-O-2-tetrahydrofuranyl oxime O1C(CCC1)ON=C(C)C1=CC=CC=C1